C(C)(=O)OS(=O)(=O)C1=NN(C(=C1Br)C1=C(C=CC=C1)CC)C1=C(C(=CC=C1)F)F Ethyl-{[4-bromo-1-(2,3-difluorophenyl)-5-phenyl-1H-pyrazol-3-yl] sulfonyl} acetat